2-(5-bromo-2-methyl-2H-indazol-3-yl)propan-2-ol BrC1=CC2=C(N(N=C2C=C1)C)C(C)(C)O